[Na].[Zr].[Co].[Ni] nickel-cobalt-zirconium-sodium